BrCC1=C(OC2CCN(CC2)C(=O)OC(C)(C)C)C=CC(=C1)C(=O)OC tert-butyl 4-(2-(bromomethyl)-4-(methoxycarbonyl)phenoxy)piperidine-1-carboxylate